5-methyl-6-(morpholin-4-yl)pyridine-3-boronic acid pinacol ester CC=1C=C(C=NC1N1CCOCC1)B1OC(C)(C)C(C)(C)O1